1-(3-(2,4-dioxotetrahydropyrimidin-1(2H)-yl)benzo[d]isoxazol-6-yl)piperidine-4-carbaldehyde O=C1N(CCC(N1)=O)C1=NOC2=C1C=CC(=C2)N2CCC(CC2)C=O